[Pt].NC1=C2C=CC=NC2=C(C=C1)O 5-amino-8-hydroxyquinoline platinum